NCC1=CC(=C(C=C1)NC(=O)C1=CC2=C(OCCC3=C2SC=C3)C=C1C=1C(=NC(=CC1)C(NCCC)=O)C(=O)OC)OCC1=CC=CC=C1 methyl 3-(9-((4-(aminomethyl)-2-(benzyloxy)phenyl)carbamoyl)-4,5-dihydrobenzo[b]thieno[2,3-d]oxepin-8-yl)-6-(propylcarbamoyl)picolinate